CC(C[C@H](NC([C@H](CC1=CC=CC=C1)NC(=O)C1=NC=CN=C1)=O)B1OC([C@@](O1)(CC(=O)NC)CC(=O)O)=O)C 2-((R)-2-((R)-3-methyl-1-((S)-3-phenyl-2-(pyrazine-2-carboxamido)propanamido)butyl)-4-(2-(methylamino)-2-oxoethyl)-5-oxo-1,3,2-dioxaborolan-4-yl)acetic acid